N-(2-cyanoethyl)-N-(3-pentyl)-amine C(#N)CCNC(CC)CC